P(OCCCCCCCC)([O-])([O-])=O Phosphoric acid, monooctyl ester